2-cyclobutyl-N-(4-methyl-3-pyrazin-2-ylphenyl)acetamide C1(CCC1)CC(=O)NC1=CC(=C(C=C1)C)C1=NC=CN=C1